ClC=1N=C2C(=C(C(N(C2=CC1)C)=O)C#N)N1CCN(CC1)C(C)C1=CC=C(C=C1)F 6-chloro-4-{4-[1-(4-fluorophenyl)ethyl]piperazin-1-yl}-1-methyl-2-oxo-1,2-dihydro-1,5-naphthyridine-3-carbonitrile